C1(CCCCC1)C(=O)N1CCN(CC1)C(CCC=1N=CC2=C(C=CC=C2C1)F)=O 3-(3-(4-(cyclohexanecarbonyl)piperazin-1-yl)-3-oxopropyl)-8-fluoroisoquinoline